3-hexylaminopropane-1-sulfonic acid, sodium salt [Na+].C(CCCCC)NCCCS(=O)(=O)[O-]